4'-((3-butyl-1-phenyl-5-oxo-1,5-dihydro-4H-1,2,4-triazol-4-yl)methyl)-N-(4,5-dimethylisoxazol-3-yl)-2'-(methoxymethyl)-[1,1'-biphenyl]-2-sulfonamide C(CCC)C1=NN(C(N1CC1=CC(=C(C=C1)C=1C(=CC=CC1)S(=O)(=O)NC1=NOC(=C1C)C)COC)=O)C1=CC=CC=C1